FC1=C(OC2=CC(=NC=C2)NC(=O)C2CC2)C=CC(=C1)[N+](=O)[O-] N-[4-(2-fluoro-4-nitrophenoxy)-2-pyridyl]Cyclopropyl-carboxamide